1-(3-(6-(5-methyl-1H-indazol-4-yl)benzofuran-2-yl)pyrrolidin-1-yl)prop-2-en-1-one CC=1C(=C2C=NNC2=CC1)C1=CC2=C(C=C(O2)C2CN(CC2)C(C=C)=O)C=C1